ClC1=C(OCCOCCN2CCC(CC2)CCCN2CCN(CC2)C=2C=C3C(N(C(C3=CC2)=O)C2C(NC(CC2)=O)=O)=O)C=CC=C1C(=O)C1C(CCCC1=O)=O 5-(4-(3-(1-(2-(2-(2-Chloro-3-(2,6-dioxocyclohexane-1-carbonyl)phenoxy)ethoxy)ethyl)piperidin-4-yl)propyl)piperazin-1-yl)-2-(2,6-dioxopiperidin-3-yl)isoindoline-1,3-dione